C(C)OP(=O)(C1=CC=CC=C1)C(C1=C(C=C(C=C1C)C)C)=O.CC1=CC=CC2=C(C3=CC=CC=C3C=C12)OC(=O)C1C(CC(=CC1)C)C(=O)O 4-methyl-9-[2-carboxy(4-methyl-4-cyclohexenyl)]carbonyloxyanthracene ethyl-(2,4,6-trimethylbenzoyl)-phenylphosphinate